Tert-butyl (6-(((3-((6-chloro-3-((methyl-d3)carbamoyl)pyridazin-4-yl)amino)-4-methoxy-5-(1-methyl-1H-1,2,4-triazol-3-yl)benzyl)oxy)methyl)-5-fluoropyridin-2-yl)carbamate ClC1=CC(=C(N=N1)C(NC([2H])([2H])[2H])=O)NC=1C=C(COCC2=C(C=CC(=N2)NC(OC(C)(C)C)=O)F)C=C(C1OC)C1=NN(C=N1)C